C(#N)C1=NC(=NC(=C1)C)N1CCN(CC1)S(=O)(=O)C1=CC=C(N=N1)NC(=O)[C@@H]1COCCN1CC(=O)O (S)-2-(3-((6-((4-(4-cyano-6-methylpyrimidin-2-yl)piperazin-1-yl)sulfonyl)pyridazin-3-yl)carbamoyl)morpholino)acetic acid